FC1=C(C=2C=NC(=NC2C=C1C1=C(C2=C(OC(CN2)(C)C)N=C1)C)N)N(CC1=CC=C(C=C1)OC)CC1=CC=C(C=C1)OC 6-fluoro-N5,N5-bis(4-methoxybenzyl)-7-(3,3,8-trimethyl-2,3-dihydro-1H-pyrido[2,3-b][1,4]oxazin-7-yl)quinazoline-2,5-diamine